1-Chloro-2,4-dinitrobenzene ClC1=C(C=C(C=C1)[N+](=O)[O-])[N+](=O)[O-]